C1(CC1)N(C=1C2=C(N=CN1)N(C=C2)C[C@@H]2[C@H](CN(CC2)CC(=O)N)O)CC=2C=NC(=CC2)C(F)(F)F ((3R,4R)-4-((4-(cyclopropyl((6-(trifluoromethyl)pyridin-3-yl)methyl)amino)-7H-pyrrolo[2,3-d]pyrimidin-7-yl)methyl)-3-hydroxypiperidin-1-yl)acetamide